(E,Z)-3-pentylidene-5-methyl-dihydro-furan-2-one C(/CCCC)=C/1\C(OC(C1)C)=O